N-(3,4-dichlorophenyl)-N,N'-diphenylurea ClC=1C=C(C=CC1Cl)N(C(=O)NC1=CC=CC=C1)C1=CC=CC=C1